1-(2-hydroxy-3-trimethoxysilylpropoxypropyl)imidazole tert-butyl-((4-(2-bromoacetyl)-3-fluoropyridin-2-yl)methyl)carbamate C(C)(C)(C)N(C(O)=O)CC1=NC=CC(=C1F)C(CBr)=O.OC(COCCCN1C=NC=C1)C[Si](OC)(OC)OC